C1(CC1)S(=O)(=O)NC1=NC=CC(=N1)C(C(=O)NC1=NC=C(C=C1)C1=NC(=CN=C1)OC(C)C)CC 2-(2-(cyclopropanesulfonylamino)pyrimidin-4-yl)-N-(5-(6-isopropoxypyrazin-2-yl)pyridin-2-yl)butyramide